piperazin-1-yl-2-(trifluoromethyl)-1H-indole N1(CCNCC1)N1C(=CC2=CC=CC=C12)C(F)(F)F